O1C(CCCC1)OCC1=CC(=NO1)CO (5-(((tetrahydro-2H-pyran-2-yl)oxy)methyl)isoxazol-3-yl)methanol